N-[1-[3-(5-cyano-2-pyridyl)pyrazin-2-yl]ethyl]-3-(1-methoxycyclopropyl)-5-(trifluoromethyl)benzamide C(#N)C=1C=CC(=NC1)C=1C(=NC=CN1)C(C)NC(C1=CC(=CC(=C1)C(F)(F)F)C1(CC1)OC)=O